1-(2,5-dioxo-2,5-dihydro-1H-pyrrol-1-yl)-3,6,9,12-tetraoxapentadecan O=C1N(C(C=C1)=O)CCOCCOCCOCCOCCC